Tetrachloroisophthalonitrile ClC1=C(C(=C(C(=C1C#N)Cl)C#N)Cl)Cl